1-methyl-6-((1-((2-methyl-1-((triisopropylsilyl)oxy)propan-2-yl)sulfonyl)cyclopropyl)methyl)-7-oxo-4,5,6,7-tetrahydro-1H-pyrazolo[3,4-c]pyridine-3-carbaldehyde CN1N=C(C2=C1C(N(CC2)CC2(CC2)S(=O)(=O)C(CO[Si](C(C)C)(C(C)C)C(C)C)(C)C)=O)C=O